benzyl [(2-fluoro-4-iodobutyl) (methyl)amino]carboxylate FC(CN(C)C(=O)OCC1=CC=CC=C1)CCI